C(CCCCCCCCC)SC1(CC=C(CC1)C(C)C)C decyl(4-isopropyl-1-methylcyclohex-3-en-1-yl)sulfane